OC(=O)C(F)(F)F.O=C1N(CC2=CC(=CC=C12)C1CCNCC1)C1C(NC(CC1)=O)=O 3-(1-oxo-5-(piperidin-4-yl)isoindolin-2-yl)piperidine-2,6-dione TFA salt